C(\C=C(/C)\CCC=C(C)C)CC(=O)O.C1(CC1)[C@H](C(=O)N)N1[C@H]2CC(C[C@@H]1CC2)[C@@H]2[C@@H](CN(CC2)C2=NC=C(C=N2)F)OC (2R)-2-cyclopropyl-2-{(1R,3S,5S)-3-[(3S,4R)-1-(5-fluoropyrimidin-2-yl)-3-methoxypiperidin-4-yl]-8-azabicyclo[3.2.1]octan-8-yl}acetamide geranyl-acetate